2,6-dimethylanilinium tetrakis(3,5-difluorophenyl)borate FC=1C=C(C=C(C1)F)[B-](C1=CC(=CC(=C1)F)F)(C1=CC(=CC(=C1)F)F)C1=CC(=CC(=C1)F)F.CC1=C([NH3+])C(=CC=C1)C